CN(C=1C=C2C(=CC=NC2=CC1)NC=1C=C(C(=O)NC2=NC=CC(=C2)NC2=CC(=NC=C2)C)C=CC1)C 3-((6-(dimethylamino)quinolin-4-yl)amino)-N-(4-((2-methylpyridin-4-yl)amino)pyridin-2-yl)benzamide